NC=1C=C(C=CC1Cl)N(CC(=O)O)C1CC1 N-(3-amino-4-chlorophenyl)-N-cyclopropylglycine